BrC=1C=CC(=NC1)CN1CCN(CC1)C1=CC=C(C(=N1)C(C)C)C=1C=C(C(N(C1)C)=O)C 5-[6-[4-[(5-bromo-2-pyridinyl)methyl]piperazin-1-yl]-2-isopropyl-3-pyridinyl]-1,3-dimethyl-pyridin-2-one